N-[6-[3-(6-methyl-2-pyridyl)-1H-pyrazol-4-yl]-1,5-naphthyridin-3-yl]-4-morpholino-butanamide CC1=CC=CC(=N1)C1=NNC=C1C=1N=C2C=C(C=NC2=CC1)NC(CCCN1CCOCC1)=O